N-hydroxy-4-(3-(4-(((2-(1-isopropyl-1H-pyrazol-4-yl)cyclopropyl)amino)methyl)piperidin-1-yl)propyl)benzamide TFA Salt OC(=O)C(F)(F)F.ONC(C1=CC=C(C=C1)CCCN1CCC(CC1)CNC1C(C1)C=1C=NN(C1)C(C)C)=O